N-((S)-1,1-dicyclopropyl-3-((4-((S)-1-((2,2-difluoroethyl)amino)-1-oxopropan-2-yl)-2-fluorophenyl)amino)-3-oxopropan-2-yl)-1-isopropyl-1H-pyrazole-5-carboxamide C1(CC1)C([C@@H](C(=O)NC1=C(C=C(C=C1)[C@@H](C(=O)NCC(F)F)C)F)NC(=O)C1=CC=NN1C(C)C)C1CC1